4-methyl-1,3-dioxolane-2-one CC1OC(OC1)=O